C(C)N1N=C2N=C(C=NC2=C1)N[C@@H](C)C=1C=C(C=CC1C)NC(C1=CN=C(C(=C1)C)C)=O (S)-N-(3-(1-((2-ethyl-2H-pyrazolo[3,4-b]pyrazin-6-yl)amino)ethyl)-4-methylphenyl)-5,6-dimethylnicotinamide